dimethyl-biphenyl CC1=CC=C(C=C1)C1=CC=C(C=C1)C